Cl.CNCC1COCC2=C(C=CC=C12)C1=CC(=NC=C1)C(F)(F)F N-methyl-1-(8-(2-(trifluoromethyl)pyridin-4-yl)isochroman-4-yl)methanamine hydrochloride